C(C1=CC=CC=C1)[C@H]1CC(C2=C3C4=C(N(C(N14)=O)C)C=NC3=CC(=C2C=2C=NC(=CC2)OCCCN2CCCCC2)F)=O (S)-10-benzyl-6-fluoro-2-methyl-7-(6-(3-(piperidin-1-yl)propoxy)pyridin-3-yl)-9,10-dihydro-8-oxo-2,4,10a-triazanaphtho[2,1,8-cde]azulen-1(2H)-one